NCC=1C=C(C=CC1)C=1C=CC2=C(C(=C(O2)C2=CC=C(C=C2)F)COC2=C(C=CC(=C2)OC)CC(=O)O)C1 2-(2-((5-(3-(aminomethyl)phenyl)-2-(4-fluorophenyl)benzofuran-3-yl)methoxy)-4-methoxyphenyl)acetic acid